1,3-bis(4-methylphenyl)thiourea CC1=CC=C(C=C1)NC(=S)NC1=CC=C(C=C1)C